isoindole-1,3(2H,5H)-dione C1(NC(C=2CCC=CC12)=O)=O